COC=1C=C(CN2C(N(CC2)C2=CC3=C(C4=CN(N=C4CC3)CC3=CC=C(C=C3)OC)C=C2)=O)C=CC1 (3-methoxybenzyl)-3-(2-(4-methoxybenzyl)-4,5-dihydro-2H-benzo[e]indazol-7-yl)imidazolidin-2-one